2-[2-[2-(1H-indol-3-yl)ethylcarbamoyl]indan-2-yl]acetic acid N1C=C(C2=CC=CC=C12)CCNC(=O)C1(CC2=CC=CC=C2C1)CC(=O)O